N1N=C(C=C1)C=1C=C(C=CC1)S(=O)(=O)N1CCC2(C[C@H](CO2)NC[C@@H](COC=2C=C(C=CC2)S(=O)(=O)NC)O)CC1 3-((S)-3-((R)-8-(3-(1H-pyrazol-3-yl)benzenesulfonyl)-1-oxa-8-azaspiro[4.5]dec-3-ylamino)-2-hydroxypropoxy)-N-methylbenzenesulfonamide